ClC1=CC=C(C(=N1)C(=O)O)N[C@H](C)C1=C2N=C(C(=NC2=CC(=C1)C)C#N)N1CCC(CC1)C (R)-6-chloro-3-((1-(2-cyano-7-methyl-3-(4-methylpiperidin-1-yl)quinoxalin-5-yl)ethyl)amino)picolinic acid